FC(OC1CC(CC1)N)(F)F 3-(trifluoromethoxy)cyclopentan-1-amine